ClC1=NC=CC(=N1)CC(=O)C1=CC(=C(C=C1)Cl)Cl 2-(2-Chloro-pyrimidin-4-yl)-1-(3,4-dichloro-phenyl)-ethanone